1-((1-(5-methoxy-2-(1-methyl-1H-pyrazol-4-yl)-4-nitrophenyl)piperidin-4-yl)methyl)piperazine COC=1C(=CC(=C(C1)N1CCC(CC1)CN1CCNCC1)C=1C=NN(C1)C)[N+](=O)[O-]